(5R)-N-[(3S)-7,9-difluoro-2-oxo-1,3,4,5-tetrahydro-1-benzazepin-3-yl]-5-propyl-5,6,7,8-tetrahydro-[1,2,4]triazolo[1,5-a]pyridine-2-carboxamide FC=1C=C(C2=C(CC[C@@H](C(N2)=O)NC(=O)C2=NN3C(CCC[C@H]3CCC)=N2)C1)F